C(C)N1C(NC2=CC(=CC=C2C1=S)CN1CCN(C2CC12)C=1C=CC(=NC1C)C(=O)NC)=O 5-(5-((3-ethyl-2-oxo-4-thioxo-1,2,3,4-tetrahydroquinazolin-7-yl)methyl)-2,5-diazabicyclo[4.1.0]heptan-2-yl)-N,6-dimethylpicolinamide